[2H-].[2H-].FC(C(C(F)(F)F)O)(F)F hexafluoro-2-propanol dideuteride